FC(CN(C1=CC=C(C(=O)NC2CCC(CC2)NC2=CC(=C(C(=C2)C(F)(F)F)C#N)C)C=C1)C)F 4-[(2,2-difluoroethyl)(methyl)amino]-N-[(1s,4s)-4-{[4-cyano-3-methyl-5-(trifluoromethyl)phenyl]amino}cyclohexyl]benzamide